iminobutanoic acid ethyl ester C(C)OC(C(CC)=N)=O